N=1C=C(N2C1C=CC=C2)CN2C(C1=CC=C(C=C1C=N2)S(=O)(=O)C2=CC=CC=C2)=O 2-(imidazo[1,2-a]pyridin-3-ylmethyl)-6-(phenylsulfonyl)phthalazin-1(2H)-one